4-(2-Bromo-1-chloroethyl)phenyl tert-butyl carbonate C(OC1=CC=C(C=C1)C(CBr)Cl)(OC(C)(C)C)=O